OC1=CC(=CC=C1)O 2,6-dihydroxybenzene